BrCC(=O)C1=C(C=CC=C1)OC(F)(F)F 2-bromo-1-[2-(trifluoromethoxy)phenyl]ethan-1-one